FC1=NC=CC(=C1NC1=C(C=C(C=C1)I)F)C(=O)N1CC(C1)(O)[C@H]1NCCC1 1-({2-fluoro-3-[(2-fluoro-4-iodophenyl)amino]pyridin-4-yl}carbonyl)-3-[(2S)-pyrrolidin-2-yl]azetidin-3-ol